4-cyclopropyl-1-(4-methylphenyl)sulfonyl-6-[3-[1-(4-methyl-1,2,4-triazol-3-yl)cyclobutyl]phenyl]pyrrolo[2,3-c]pyridin-7-one C1(CC1)C=1C2=C(C(N(C1)C1=CC(=CC=C1)C1(CCC1)C1=NN=CN1C)=O)N(C=C2)S(=O)(=O)C2=CC=C(C=C2)C